octahydropyrrolo[1,2-c]pyrimidine C1NCCC2N1CCC2